FC(C1=NN=C(S1)C1=CN=C2N1C=C(C=C2N2C[C@@H](OCC2)C(=O)NC)S(NC2(CC2)C)(=O)=O)F (R)-4-(3-(5-(difluoromethyl)-1,3,4-thiadiazol-2-yl)-6-(N-(1-methylcyclopropyl)sulfamoyl)imidazo[1,2-a]pyridin-8-yl)-N-methylmorpholine-2-carboxamide